2,4-diamino-6-chloropyrimidine-5-carbonitrile NC1=NC(=C(C(=N1)N)C#N)Cl